C(C)(C)(C)N(C(CN1C(C2=CC(=CC=C2C1)C1=NC(=NC=C1C(F)(F)F)NC1CCOCC1)=O)=O)C N-tert-butyl-N-methyl-2-(6-{2-[(oxan-4-yl)amino]-5-(trifluoromethyl)pyrimidin-4-yl}-1-oxo-2,3-dihydro-1H-isoindol-2-yl)acetamide